6-(4-cyclopropyl-6-methoxypyrimidin-5-yl)-2,3-dimethyl-N-(4-(1-methyl-4-(trifluoromethyl)-1H-imidazol-2-yl)benzyl)-2H-pyrazolo[3,4-d]pyrimidin-4-amine C1(CC1)C1=NC=NC(=C1C=1N=C(C=2C(N1)=NN(C2C)C)NCC2=CC=C(C=C2)C=2N(C=C(N2)C(F)(F)F)C)OC